N(=[N+]=[N-])[C@H]1CN(C[C@@H](C1)O[Si](C)(C)C(C)(C)C)C(=O)OC(C)(C)C (3R,5R)-tert-Butyl 3-azido-5-(tert-butyldimethylsilyloxy)piperidine-1-carboxylate